BrC=1C=C(C(=C(C=NC(C(=O)O)C(C)C)C1)O)OC(C1=CC=C(C=C1)C)=O 2-(5-bromo-2-hydroxy-3-(4-methylbenzoyl-oxy)benzylideneamino)-3-methylbutanoic acid